C(C)OC1=CC=C(C=N1)C1=CN=CC(=N1)C(=O)NOCC=1OC=CC1OC 6-(6-ethoxypyridin-3-yl)-N-((3-methoxyfuran-2-yl)methoxy)pyrazine-2-carboxamide